[Si](C)(C)(C(C)(C)C)OC[C@H](CN1N=C(C=C1)C1=NC=C(C=C1)OC1=NC=C(C=C1F)Cl)NC(OC(C)(C)C)=O (S)-tert-butyl (1-((tert-butyldimethylsilyl)oxy)-3-(3-(5-((5-chloro-3-fluoropyridin-2-yl)oxy)pyridin-2-yl)-1H-pyrazol-1-yl)propan-2-yl)carbamate